(R)-(3-(1-amino-8-azaspiro[4.5]decan-8-yl)-6-(2,3-dichloropyridin-4-yl)-5-methylpyrazin-2-yl)methanol N[C@@H]1CCCC12CCN(CC2)C=2C(=NC(=C(N2)C)C2=C(C(=NC=C2)Cl)Cl)CO